N1-(2-(dimethylamino)ethyl)-5-methoxy-N1-methyl-2-nitro-N4-(4-(spiro[cyclobutane-1,3'-pyrrolo[3,2-b]pyridin]-1'(2'H)-yl)pyrimidin-2-yl)benzene-1,4-diamine CN(CCN(C1=C(C=C(C(=C1)OC)NC1=NC=CC(=N1)N1CC2(C3=NC=CC=C31)CCC2)[N+](=O)[O-])C)C